CC=1C(=NC(=NC1)NC1=CC(=C(C=C1)N1CCN(CC1)C(CO)=O)F)C=1C=NN(C1)C(C)C 5-methyl-N-(3-fluoro-4-(4-hydroxyacetylpiperazin-1-yl)phenyl)-4-(1-isopropyl-1H-pyrazol-4-yl)pyrimidin-2-amine